C(C)(C)(C)C1=CC=C(C=C1)C1=NN=CO1 5-(4-tert-butylphenyl)-1,3,4-oxadiazol